O=C1NC2=CC=C(C=C2C12CCN(CC2)CCOC=2C=C1C(=NC2)N(N=C1)C1CC(C1)(C)O)C#N 2-oxo-1'-[2-({1-[(cis)-3-hydroxy-3-methylcyclobutyl]-1H-pyrazolo[3,4-b]pyridin-5-yl}oxy)ethyl]-1,2-dihydrospiro[indole-3,4'-piperidine]-5-carbonitrile